FC1=C(C=CC=C1F)C1=CC=C(C=C1)C(=O)NN 2',3'-difluorobiphenyl-4-carboxylic acid hydrazide